(3-methanesulfonyloxypropyl)-2β-carbomethoxy-3β-(4-iodophenyl)tropane CS(=O)(=O)OCCC[C@]12[C@H]([C@H](C[C@H](CC1)N2C)C2=CC=C(C=C2)I)C(=O)OC